C1(=CC=C(C=C1)C=CC(=O)C1=C(C=CC=C1)O)C 3-(4-tolyl)-1-(2-hydroxyphenyl)-2-propen-1-one